ClC=1C=C2CCC[C@]3(COC4=CC=C5[C@@](CC(N(C/C=C/CCCN(C3)C4=C5)C)=O)(C(=O)OC)O)C2=CC1 METHYL (1S,5'E,11'S)-6-CHLORO-11'-HYDROXY-8'-METHYL-9'-OXO-3,4-DIHYDRO-2H-SPIRO[NAPHTHALENE-1,18'-[16]OXA[1,8]DIAZATRICYCLO[10.7.2.015,20]HENICOSA[5,12,14,20]TETRAENE]-11'-CARBOXYLATE